(2S)-2-(2,5-difluorophenyl)-4-(methylamino)piperidine-1-carboxylic acid tert-butyl ester C(C)(C)(C)OC(=O)N1[C@@H](CC(CC1)NC)C1=C(C=CC(=C1)F)F